S(=O)(=O)(O)C(=C(C(=O)N)C)CC(C)C sulfo(2-methylpropyl)methacrylamide